4-amino-6-((3-bromophenyl)amino)-1,3,5-triazine-2-carboxylic acid NC1=NC(=NC(=N1)NC1=CC(=CC=C1)Br)C(=O)O